dichloronaphthalene C1=CC=C2C(=C1)C=C(C=C2Cl)Cl